ClC=1C=C(C(=NC1)N1C([C@@H](N(C(C1)=O)CC1=CC=C(C=C1)C(F)(F)F)C1CC(C1)O)=O)F (S)-1-(5-chloro-3-fluoro-pyridin-2-yl)-3-((1r,3S)-3-hydroxycyclobutyl)-4-(4-(trifluoromethyl)-benzyl)piperazine-2,5-dione